potassium sodium strontium [Sr].[Na].[K]